(2S,4R)-1-[(2S)-2-(4-cyclopropyltriazol-1-yl)-3,3-dimethyl-butanoyl]-4-hydroxy-N-[[(2S,4R)-4-methoxytetrahydropyran-2-yl]methyl]pyrrolidine-2-carboxamide C1(CC1)C=1N=NN(C1)[C@H](C(=O)N1[C@@H](C[C@H](C1)O)C(=O)NC[C@H]1OCC[C@H](C1)OC)C(C)(C)C